1-(2-(9H-fluoren-9-ylidene)acetyl)-5,6-dihydropyridin-2(1H)-one C1=CC=CC=2C3=CC=CC=C3C(C12)=CC(=O)N1C(C=CCC1)=O